tert-butyl 2-(3-(4-cyano-3-(trifluoromethyl)phenyl)-5,5-dimethyl-2,4-dioxoimidazolidin-1-yl)ethylcarbamate C(#N)C1=C(C=C(C=C1)N1C(N(C(C1=O)(C)C)CCNC(OC(C)(C)C)=O)=O)C(F)(F)F